(S)-15-(aminomethyl)-8-ethyl-16-fluoro-8-hydroxy-2,3,11,14-tetrahydro-12H-[1,4]dioxino[2,3-g]pyrano[3',4':6,7]indolizino[1,2-b]quinoline-9,12(8H)-dione NCC1=C2C(=NC=3C=C4C(=C(C13)F)OCCO4)C4=CC1=C(C(N4C2)=O)COC([C@]1(O)CC)=O